4-(4-fluorophenyl)-2-methyl-3,5-dioxo-2,3,4,5-tetrahydro-1,2,4-triazine-6-carboxylic acid FC1=CC=C(C=C1)N1C(N(N=C(C1=O)C(=O)O)C)=O